C1=CC=CC=2C3=CC=CC=C3C(C12)COC(=O)N[C@@H](C(=O)O)CC1=C(C=C(C=C1)Cl)Cl (R)-2-(((9H-fluoren-9-yl)methoxy)carbonylamino)-3-(2,4-dichlorophenyl)propanoic acid